N-(2-(1H-indol-1-yl)ethyl)-4-(chloromethyl)benzamide N1(C=CC2=CC=CC=C12)CCNC(C1=CC=C(C=C1)CCl)=O